(1S,2S)-N-(6-(7-(cyclopropanecarboxamido(cyclopropyl)methyl)-5-(difluoromethyl)-6-fluoro-1H-indazol-4-yl)imidazo[1,2-a]pyrazin-2-yl)-2-fluorocyclopropane-1-carboxamide C1(CC1)C(=O)NC(C=1C(=C(C(=C2C=NNC12)C=1N=CC=2N(C1)C=C(N2)NC(=O)[C@H]2[C@H](C2)F)C(F)F)F)C2CC2